6-(2-fluorophenoxy)-2-[(2-hydroxyethyl)amino]-8-methylpyrido[2,3-d]pyrimidin-7(8H)-one FC1=C(OC2=CC3=C(N=C(N=C3)NCCO)N(C2=O)C)C=CC=C1